cerium-cobalt aluminum [Al].[Co].[Ce]